FC(C=1C=C(C=C(C1)[N+](=O)[O-])[C@@H](C)N)F (1R)-1-[3-(difluoromethyl)-5-nitro-phenyl]ethanamine